1-[(2,3-difluorophenyl)methyl]-N-[rac-(6S)-4-methyl-5-oxo-7,8-dihydro-6H-pyrazolo[1,5-a][1,3]diazepin-6-yl]-1,2,4-triazole-3-carboxamide FC1=C(C=CC=C1F)CN1N=C(N=C1)C(=O)N[C@@H]1C(N(C=2N(CC1)N=CC2)C)=O |r|